2-chloro-N-[3-methyl-5-(2-phenylethynyl)-2-pyridyl]-5-(2-morpholinoethoxy)benzamide ClC1=C(C(=O)NC2=NC=C(C=C2C)C#CC2=CC=CC=C2)C=C(C=C1)OCCN1CCOCC1